OCC12CN(CC2C1)C(=O)[O-] 1-(hydroxymethyl)-3-azabicyclo[3.1.0]hexane-3-carboxylate